C(#N)C=1C=NC(=CC1C1=CC=C(C=C1)F)C1=NC=CC=C1 3-Cyano-4-(4-fluorophenyl)-6-(pyridin-2-yl)pyridin